COC(=O)C1(COC1)NC(=O)OC(C)(C)C 3-((tert-Butoxycarbonyl)amino)oxetane-3-carboxylic acid methyl ester